3-((1-(2-(difluoromethoxy)-5-((2-methoxyethyl)sulfonyl)phenyl)-3-methyl-1H-pyrazolo[4,3-c]pyridin-6-yl)amino)pyrazin-2(1H)-one FC(OC1=C(C=C(C=C1)S(=O)(=O)CCOC)N1N=C(C=2C=NC(=CC21)NC=2C(NC=CN2)=O)C)F